C(C)NC(NCC)C=CC[SiH3] bis(ethylamino)methylallylsilane